N=1C=NN2C1C=CC(=C2)N2C=NC=C2 [1,2,4]triazolo[1,5-a]pyridin-6-yl-1H-imidazole